C1C[C@H](NC1)C(=O)NC2=CC=C(C=C2)[N+](=O)[O-] prolyl-p-nitroaniline